CN(C1CCN(CC1)C1=CC=C(C=C1)C1=CC(=CC=C1)C(=O)N[C@@H](C=1NC2=CC=CC=C2C1)C1=C(C=CC(=C1)F)O)C (R)-4'-(4-(dimethylamino)piperidine-1-yl)-N-((5-fluoro-2-hydroxyphenyl)(1H-indole-2-yl)methyl)-[1,1'-biphenyl]-3-carboxamide